10-(trifluoromethyl)-3,4-dihydro-2H,6H-[1,4]thiazepino[2,3,4-ij]quinazolin-6-one FC(C=1C=C2C=NC(N3C2=C(C1)SCCC3)=O)(F)F